C[Si](C)(C)C#CC1=CC=CC=C1 6-[(trimethylsilyl)ethynyl]benzene